BrC=1C=C(CN2CCCC2)C=C(C1OC)F 1-(3-bromo-5-fluoro-4-methoxybenzyl)pyrrolidine